CC([SiH3])[SiH2]C 2-methyl-1,3-disilabutane